ClC1=C(C=CC(=C1)C(F)(F)F)N1C(SC2=C1C=CC(=C2)S)=O (2-chloro-4-(trifluoromethyl)phenyl)-6-mercaptobenzothiazol-2(3H)-one